β-hydroxylauric acid OC(CC(=O)O)CCCCCCCCC